C(CCCCCCC\C=C/CCCCCCCC)(=O)C(O)CN oleoyl-ethanolamine